NC(C(=O)O)CC α-aminobutanoic acid